CC=1C(N(C(C1C)=O)NC1=NC2=CC(=CC=C2C(=C1)CN1CCN(CC1)C(=O)OCC1=CC=CC=C1)Br)=O phenylmethyl 4-({2-[(3,4-dimethyl-2,5-dioxoazolinyl)amino]-7-bromo-4-quinolyl} methyl)piperazinecarboxylate